FC1(C(N(C2=C(O1)C=C(C(=C2)C2=C(C(=C(C(=C2F)OC)F)F)F)F)C)=O)F 2,2,7-trifluoro-4-methyl-6-(2,3,4,6-tetrafluoro-5-methoxyphenyl)-2H-benzo[b][1,4]oxazin-3(4H)-one